C(C)(=O)N[C@@H](CO)[C@H](O)C(CCCCCCCCCCCCCC)O N-acetoyl-4-hydroxysphinganine